n-butyl-3,5-di-tert-butyl-4-hydroxybenzylmalonic acid C(CCC)C(C(=O)O)(C(=O)O)CC1=CC(=C(C(=C1)C(C)(C)C)O)C(C)(C)C